C1(C#CCCCCC1)OC1=CC=C(C=C1)N1C(C(C2=C1N=C(N=C2NC)CO)(C)C)=O 7-(4-(cyclooct-2-yn-1-yloxy)phenyl)-2-(hydroxymethyl)-5,5-dimethyl-4-(methylamino)-5,7-dihydro-6H-pyrrolo[2,3-d]pyrimidin-6-one